N=1N=CNC(C1)=O 1,2,4-Triazin-5(4H)-one